NCC#CC1=CC=C(C=C1)C1CCN(CC1)C1CCN(CC1)C(C[C@H]1C=2N(C3=C(C(=N1)C1=CC=C(C=C1)Cl)C(=C(S3)C)C)C(=NN2)C)=O (S)-1-(4-(4-(3-aminoprop-1-yn-1-yl)phenyl)-[1,4'-bipiperidin]-1'-yl)-2-(4-(4-chlorophenyl)-2,3,9-trimethyl-6H-thieno[3,2-f][1,2,4]triazolo[4,3-a][1,4]diazepin-6-yl)ethan-1-one